5,6-dimethoxy-1-nitro-2,3,8,9,12,13-hexa(pentyloxy)dibenzo[fg,op]tetracene COC1=CC=2C=3C4=C(C5=CC(=C(C=C5C=5C4=C(C2C=C1OC)C(=C(C5)OCCCCC)OCCCCC)OCCCCC)OCCCCC)C(=C(C3OCCCCC)OCCCCC)[N+](=O)[O-]